CN1[C@H](C2=CC=C(C=C2C1)N(C1=CC=C(C=C1)CCC)C)CNC1=C(C(=O)O)C=CN=C1 (R)-3-(((2-methyl-5-(methyl-(4-propylphenyl)amino)isoindolin-1-yl)methyl)amino)isonicotinic acid